14-[(4-{[4-carbamoyl-3-(4-ethanesulfonamidophenyl)-1H-pyrazol-5-yl]amino}pyridin-2-yl)oxy]tetradecanoic acid C(N)(=O)C=1C(=NNC1NC1=CC(=NC=C1)OCCCCCCCCCCCCCC(=O)O)C1=CC=C(C=C1)NS(=O)(=O)CC